FC1=CC=C(C=C1)C1=CC=2C(=NC=CC2NC(=O)C2CCC(CC2)C(C)NC(OC(C)(C)C)=O)N1COCC[Si](C)(C)C tert-butyl (1-((1r,4r)-4-((2-(4-fluorophenyl)-1-((2-(trimethylsilyl)ethoxy)methyl)-1H-pyrrolo[2,3-b]pyridin-4-yl)carbamoyl)cyclohexyl)ethyl)carbamate